ClC1=C(C=CC(=C1)N(C)C1=C2C=C(C(N(C2=CC(=C1)CC)C)=O)C)C=1C=C(C(=NC1)C(=O)O)C 5-(2-Chloro-4-((7-ethyl-1,3-dimethyl-2-oxo-1,2-dihydroquinolin-5-yl)(methyl)amino)phenyl)-3-methylpicolinic acid